(+/-)-5-(4-(3-cyclopropoxy-2-methylpropyl)piperazin-1-yl)-N-methyl-7-(trifluoromethyl)thieno[3,2-b]pyridine-3-carboxamide C1(CC1)OC[C@@H](CN1CCN(CC1)C1=CC(=C2C(=N1)C(=CS2)C(=O)NC)C(F)(F)F)C |r|